2-methoxy-5-(1-(4-methyl-4H-1,2,4-triazol-3-yl)propan-2-yl)aniline COC1=C(N)C=C(C=C1)C(CC1=NN=CN1C)C